N1CCC(CC1)CN1CCCCC1 (piperidin-4-ylmethyl)piperidine